[N+](=O)([O-])C1=CN=C(S1)NC(C1=CC=C(C=C1)C(F)(F)F)=O N-(5-Nitrothiazol-2-yl)-4-(trifluoromethyl)benzamide